9-Chloro-7-(2-ethynyl-phenyl)-5H-benzo[c]pyrimido[4,5-e]azepin ClC=1C=CC2=C(C(=NCC3=C2N=CN=C3)C3=C(C=CC=C3)C#C)C1